N-(4-cyano-2-fluoro-phenyl)-5-(3-isopropylphenyl)-1H-pyrrole-3-sulfonamide C(#N)C1=CC(=C(C=C1)NS(=O)(=O)C1=CNC(=C1)C1=CC(=CC=C1)C(C)C)F